2-AMINO-CYCLOPROPANECARBOXYLIC ACID NC1C(C1)C(=O)O